COC1=CC=C(C=C1)C1=COC=2C1=NC=C(C2)C2=CC=C(C=C2)N2CCN(CC2)C 3-(4-methoxyphenyl)-6-(4-(4-methylpiperazin-1-yl)phenyl)furo[3,2-b]pyridine